ClC1=NC=C(C(=N1)C1=CC=C2CN(C(C2=C1)=O)[C@@H](C(=O)O)C)Cl (R)-2-(6-(2,5-dichloropyrimidin-4-yl)-1-oxoisoindolin-2-yl)propionic acid